CN1C(N(C(C(=C1)C(=O)N)=O)C)=O 1,3-dimethyl-2,4-dioxo-1,2,3,4-tetrahydropyrimidine-5-formamide